ClC1=C(C(=O)NC2CC(C2)N2C3=NC=NC(=C3N=C2)NC2=CC=C(C=C2)N2CCN(CC2)CCC2CCN(CC2)C(COC2=CC=C(C=C2)[C@H]2C(NC(CC2)=O)=O)=O)C(=CC=C1)Cl 2,6-dichloro-N-((1s,3s)-3-(6-((4-(4-(2-(1-(2-(4-(2,6-dioxopiperidin-3-yl)phenoxy)acetyl)piperidin-4-yl)ethyl)piperazin-1-yl)phenyl)amino)-9H-purin-9-yl)cyclobutyl)benzamide